C(CCCCC)SC1=CC=C(OC(CO)C)C=C1 2-(4-(hexylthio)phenoxy)propan-1-ol